CN1N=NC(=C1NC([O-])=O)C=1C=CC=2NC(OCC2N1)=O N-[3-methyl-5-(2-oxo-1,4-dihydropyrido[3,2-d][1,3]Oxazin-6-yl) triazol-4-yl]Carbamate